3,6-bis(4-aminobenzoyloxy)cholestane tert-butyl-(3R)-3-((7-hydroxynon-8-en-1-yl)oxy)pyrrolidine-1-carboxylate C(C)(C)(C)C1N(CC[C@H]1OCCCCCCC(C=C)O)C(=O)O.NC1=CC=C(C(=O)OC2CC3C(C[C@H]4[C@@H]5CC[C@H]([C@@H](CCCC(C)C)C)[C@]5(CC[C@@H]4[C@]3(CC2)C)C)OC(C2=CC=C(C=C2)N)=O)C=C1